N[C@@H]1C(N(C2=C(C(C1)(F)F)C=C(C(=C2)C=2C=NC=C(C2)C(C)(C)C)F)CC2=CC=C(C=C2)Cl)=O (3S)-3-amino-8-(5-tert-butyl-3-pyridyl)-1-[(4-chlorophenyl)methyl]-5,5,7-trifluoro-3,4-dihydro-1-benzazepin-2-one